1-(6-chloro-4-methylpyridazin-3-yl)ethanamine ClC1=CC(=C(N=N1)C(C)N)C